tert-butyl 4-(2-(difluoromethyl)-5-((2-(trifluoromethyl)pyridin-3-yl)methoxy)benzofuran-3-carboxamido)-3,3-difluoropiperidine-1-carboxylate FC(C=1OC2=C(C1C(=O)NC1C(CN(CC1)C(=O)OC(C)(C)C)(F)F)C=C(C=C2)OCC=2C(=NC=CC2)C(F)(F)F)F